ClC=1C=NC=CC1N1CCN(CC1)CC=1C=C2CN(C(C2=CC1)=O)C1C(NC(CC1)=O)=O 3-(5-((4-(3-chloropyridin-4-yl)piperazin-1-yl)methyl)-1-oxoisoindolin-2-yl)piperidine-2,6-dione